1-propylcyano-1,1-dimethyl-1-chlorosilane C(CC)[Si](Cl)(CC#N)C